1-(piperidin-4-yl)-1H-pyrazol-4-ol N1CCC(CC1)N1N=CC(=C1)O